ClC1=C2C(=NC=C1)NCC2(C2CC2)C=2C=C(C=CC2)N2C(CN(CC2)CCC2CCNCC2)=O 1-(3-{4-chloro-3-cyclopropyl-1H-pyrrolo[2,3-b]pyridin-3-yl}phenyl)-4-[2-(piperidin-4-yl)ethyl]piperazin-2-one